2-methyl-3-(p-tolyl)dibenzo[f,h]quinoxaline CC1=NC2=C3C(=C4C(=C2N=C1C1=CC=C(C=C1)C)C=CC=C4)C=CC=C3